BrCCCCCCCC1=NC=CC=N1 2-(7-bromoheptyl)pyrimidine